BrCC1=CC=CC2=CC=CC=C12 1-(bromomethyl)naphthalen